C#CCCCCCCCCCCCCCCCCCCCCCCC pentacosyne